C1=C(C=CC=2C3=CC=CC=C3CC12)N=C(NC(C)C)NC(C)C 2-(9H-fluoren-2-yl)-1,3-diisopropylguanidine